C(=C)C1=CC2=C(SC3=C2C=CS3)S1 (vinyl)dithieno[2,3-b:3',2'-d]Thiophene